Cl.C(C1=CC=CC=C1)OC(=O)N1CC2CCC(C1)N2C2=NC=1CCNCC1C=C2 8-(5,6,7,8-tetrahydro-1,6-naphthyridin-2-yl)-3,8-diazabicyclo[3.2.1]octane-3-carboxylic acid benzyl ester hydrochloride